C(C)OC(C(C1=CC=C(C=C1)F)=NN(C(C)C)CCC(=O)OCC)=O ethyl 3-(2-(2-ethoxy-1-(4-fluorophenyl)-2-oxoethylidene)-1-isopropylhydrazineyl)propanoate